((3S,7aR)-3-(fluoromethyl) hexahydro-1H-pyrrolizin-7a-yl) methylbenzoate CC1=C(C(=O)O[C@]23CCCN3[C@@H](CC2)CF)C=CC=C1